3-[4-[(3S,4S)-3-fluoro-4-piperidinyl]-3-methyl-2-oxo-benzoimidazol-1-yl]piperidine-2,6-dione F[C@@H]1CNCC[C@H]1C1=CC=CC=2N(C(N(C21)C)=O)C2C(NC(CC2)=O)=O